FC(C)(F)C=1C=C2C(OC(C2=CC1)=O)O 5-(1,1-difluoroethyl)-3-hydroxy-3H-isobenzofuran-1-one